COC=1C=C2C=CC(=CC2=CC1)C(N)=N 6-methoxynaphthalene-2-carboximidamide